(S)-4-ethyl-8-fluoro-4-hydroxy-11-phenyl-1H-pyrano[3',4':6,7]indolizino[2,1-b]quinoline-3,6,14(4H,11H,12H)-trione C(C)[C@]1(C(OCC=2C(N3CC=4N(C5=CC=C(C=C5C(C4C3=CC21)=O)F)C2=CC=CC=C2)=O)=O)O